bis(methyl-nitrogen) diacetate C(C)(=O)[O-].C(C)(=O)[O-].C[N+2].C[N+2]